(E)-N-(2-allyl-6-(prop-1-en-1-yl)pyridin-4-yl)-2-oxo-6-(trifluoromethyl)-1,2-dihydropyridine-3-carboxamide C(C=C)C1=NC(=CC(=C1)NC(=O)C=1C(NC(=CC1)C(F)(F)F)=O)\C=C\C